4-(5-(3,5-dichlorophenyl)-5-(trifluoromethyl)-4,5-dihydroisoxazol-3-yl)-2-methyl-N-(naphthalen-2-ylsulfinyl)benzamide ClC=1C=C(C=C(C1)Cl)C1(CC(=NO1)C1=CC(=C(C(=O)NS(=O)C2=CC3=CC=CC=C3C=C2)C=C1)C)C(F)(F)F